C[C@@H]1[C@H](C2=NC=CC=C2O1)CN(C(OC(C)(C)C)=O)CCC tert-butyl {[(2R,3S)-2-methyl-2,3-dihydrofuro[3,2-b]pyridin-3-yl]methyl}propylcarbamate